pyrido[4,3-b]indole-5-carboxylate C1=NC=CC=2N(C=3C=CC=CC3C21)C(=O)[O-]